3-(1H-benzo[d]imidazol-2-yl)-6-ethyl-7-hydroxy-4H-chromen-4-one N1C(=NC2=C1C=CC=C2)C2=COC1=CC(=C(C=C1C2=O)CC)O